COC1=CC=2N=CN=C(C2N=C1N1CCN(CC1)C(C=C)=O)NC1=CC(=C(C=C1)OC1=CC2=C(N(N=N2)C)C=C1)C 1-(4-(7-methoxy-4-((3-methyl-4-((1-methyl-1H-benzo[d][1,2,3]triazol-5-yl)oxy)phenyl)amino)pyrido[3,2-d]pyrimidin-6-yl)piperazin-1-yl)prop-2-en-1-one